FC1=C(C(=CC=C1)F)NCC=1N=C(N(C1)C=1C=CC=2N(C1)C(=CN2)C(=O)N)C2=NC(=CC=C2)C 6-(4-(((2,6-difluorophenyl)amino)methyl)-2-(6-methylpyridin-2-yl)-1H-imidazol-1-yl)imidazo[1,2-a]pyridine-3-carboxamide